2-but-3-ynyloxyacetic acid methyl ester COC(COCCC#C)=O